ClC1=CC(=C(N(C1=O)CC)C1=C(C=C(C=C1F)F)F)C=O 5-chloro-1-ethyl-6-oxo-2-(2,4,6-trifluorophenyl)-1,6-dihydropyridine-3-carbaldehyde